(3S,4R)-4-((S)-8-Methyl-5H-imidazo[5,1-a]isoindol-5-yl)tetrahydrofuran-3-ol CC1=CC=C2[C@@H](N3C(C2=C1)=CN=C3)[C@H]3[C@@H](COC3)O